4-((3-(3-(2,2-difluorovinyl)-7-(((3S,4R)-3-fluoro-1-methylpiperidin-4-yl)amino)-2H-indazol-2-yl)prop-2-yn-1-yl)amino)-3-methoxy-N-methylbenzamide FC(=CC=1N(N=C2C(=CC=CC12)N[C@H]1[C@H](CN(CC1)C)F)C#CCNC1=C(C=C(C(=O)NC)C=C1)OC)F